2-Bromo-6-(2-(difluoromethyl)phenoxy)-N-methylaniline BrC1=C(NC)C(=CC=C1)OC1=C(C=CC=C1)C(F)F